CC1=CC(=CO1)[C@H]1N(OCC1)C(=O)C1CCC(CC1)CN1N=CC2=CC=C(C=C12)C#N 2-trans-1-((4-((S)-3-(5-methylfuran-3-yl)isoxazolidine-2-carbonyl)cyclohexyl)methyl)-1H-indazole-6-carbonitrile